FC(=C(F)F)[Te]C1=CC=CC=C1 Phenyl Trifluorovinyl Telluride